C(#N)C1=CC(=C(C=C1C#N)C1=NC(=C(C(=O)N)C=C1)OC)N1CCC(CC1)OC1=C(C=C(C=C1)F)F 4,5-dicyano-2-(4-(2,4-difluorophenoxy)piperidin-1-yl)phenyl-2-methoxynicotinamide